FC(CN1N=CC=2C1=NC(=CN2)N2CC1(C2)CN(CCC1)C1=NC(=CC=C1)C(F)(F)F)F 2-[1-(2,2-difluoroethyl)-1H-pyrazolo[3,4-b]pyrazin-6-yl]-6-[6-(trifluoromethyl)pyridin-2-yl]-2,6-diazaspiro[3.5]nonane